NC=1C=C(C=CC1)CC(=O)NC1=NC=C(C(=C1)C=1C=C(N2CC(CC12)(C)C)C#N)Cl 2-(3-aminophenyl)-N-(5-chloro-4-(5-cyano-2,2-dimethyl-2,3-dihydro-1H-pyrrolizin-7-yl)pyridin-2-yl)Acetamide